N-[3-fluoro-4-[(5-methoxy-4-methyl-3-pyridyl)methyl]-2-pyridyl]-1,1-diphenylmethanimine FC=1C(=NC=CC1CC=1C=NC=C(C1C)OC)N=C(C1=CC=CC=C1)C1=CC=CC=C1